2-(4-phenylbutyl)cyclopentan-1-one C1(=CC=CC=C1)CCCCC1C(CCC1)=O